ethyl 4,6-difluorobenzofuran-3-carboxylate FC1=CC(=CC2=C1C(=CO2)C(=O)OCC)F